2-(9,9-diethyl-7-((trimethylsilyl)ethynyl)-9H-fluoren-2-yl)((trimethylsilyl)ethynyl)benzo[d]thiazole C(C)C1(C2=CC(=CC=C2C=2C=CC(=CC12)C=1SC2=C(N1)C(=CC=C2)C#C[Si](C)(C)C)C#C[Si](C)(C)C)CC